(4-bromophenyl)cyclohexane-1-carboxamide BrC1=CC=C(C=C1)C1(CCCCC1)C(=O)N